sodium (S)-3-(3',5-dimethoxybiphenyl-3-yl)-3-(3-(1,6-dimethyl-4-oxido-2-oxo-1,2-dihydro pyridin-3-yl)ureido)propanoate COC=1C=C(C=CC1)C1=CC(=CC(=C1)OC)[C@H](CC(=O)[O-])NC(=O)NC=1C(N(C(=CC1[O-])C)C)=O.[Na+].[Na+]